C(OCCN1CCOCC1)([O-])=O.[Na+] sodium 2-morpholinoethyl carbonate